1-[(1r,3R,5S,7r)-3,5-dimethyladamantan-1-yl]-3-[4-(piperazine-1-carbonyl)phenyl]urea C[C@]12CC3(CC(C[C@@](C1)(C3)C)C2)NC(=O)NC2=CC=C(C=C2)C(=O)N2CCNCC2